C(C)O\C=C(/C(=O)OCC)\C(C(F)F)=O ethyl (Z)-2-ethoxymethylene-4,4-bisfluoro-3-oxobutyrate